BrC=1C(=CC(=C(C1)O)Cl)I 5-bromo-2-chloro-4-iodophenol